C(#N)CC1(CN(C1)C1CCN(CC1)C(=O)OCC1CC1)N1N=CC(=C1)C=1C2=C(N=CN1)NC=C2 cyclopropylmethyl 4-{3-(cyanomethyl)-3-[4-(7H-pyrrolo[2,3-d]pyrimidin-4-yl)-1H-pyrazol-1-yl]azetidin-1-yl}piperidine-1-carboxylate